2-((4-(5-(3,5-dimethyl-4-(4-methylpiperazin-1-yl)phenyl)-1H-pyrrolo[2,3-b]Pyridin-3-yl)-2-methylbut-3-yn-2-yl)oxy)ethane-1-amine trifluoroacetate FC(C(=O)O)(F)F.CC=1C=C(C=C(C1N1CCN(CC1)C)C)C=1C=C2C(=NC1)NC=C2C#CC(C)(C)OCCN